COC(CC1=CC=C(C=C1)OC)=O 2-(p-methoxyphenyl)-acetic acid methyl ester